3-methyl-1-(4-(3-(pyrrolidin-1-yl)propionyl)-3,4-dihydroquinoxalin-1(2H)-yl)butan-1-one ethyl-2-phenylthiazole-5-carboxylate C(C)OC(=O)C1=CN=C(S1)C1=CC=CC=C1.CC(CC(=O)N1CCN(C2=CC=CC=C12)C(CCN1CCCC1)=O)C